C(C(=C)C)(=O)O.C1(\C=C/C(=O)O1)=O maleic anhydride methacrylate